Thiophosphoamid P(=S)(=O)[NH-]